C(C)(C)(C)N(C(O)=O)CCCOC1=NC(=CC(=C1C1=CC=NO1)OC)Cl.ClC1=CC(=C(C(=N1)OCCCNC(OC(C)(C)C)=O)C(CC#N)=O)OC tert-butyl (3-{[6-chloro-3-(cyanoacetyl)-4-methoxypyridin-2-yl]oxy}propyl)carbamate tert-butyl-(3-{[6-chloro-4-Methoxy-3-(1,2-oxazol-5-yl)pyridin-2-yl]oxy}propyl)carbamate